N-[(9-methyl-beta-carbolin-1-yl)methyl]-9-(3-phenylpropyl)-beta-carbolin-1-amine CN1C2=CC=CC=C2C=2C=CN=C(C12)CNC1=NC=CC=2C3=CC=CC=C3N(C12)CCCC1=CC=CC=C1